N-((6-(2-(oxazol-4-yl)ethyl)-5-(trifluoromethoxy)-1H-indol-2-yl)methyl)azetidine-1-carboxamide O1C=NC(=C1)CCC1=C(C=C2C=C(NC2=C1)CNC(=O)N1CCC1)OC(F)(F)F